2,8-Dimethyl-6-[2-(piperidin-4-yl)-1,3-benzothiazol-6-yl]imidazo[1,2-b]pyridazin CC=1N=C2N(N=C(C=C2C)C2=CC3=C(N=C(S3)C3CCNCC3)C=C2)C1